C=CC=CC=CCCCCC undec-triene